FC=1C=C(C=CC1S(=O)(=O)C)NC1=NC=C(C(=N1)N[C@H](CO)C1=CC=CC=C1)C(=O)NC 2-{[3-fluoro-4-(methylsulfonyl)phenyl]amino}-4-{[(1S)-2-hydroxy-1-phenylethyl]amino}-N-methylpyrimidine-5-carboxamide